5-(2-(3-fluoropiperidin-1-yl)-6-methylpyrimidin-4-yl)-1,3,4-oxadiazole FC1CN(CCC1)C1=NC(=CC(=N1)C1=NN=CO1)C